CC1=CC=CC=2N=C(NC21)C 4-methyl-methylbenzimidazole